5-[3-(Dibenzylamino)-2-fluoro-propoxy]pentan-1-amine C(C1=CC=CC=C1)N(CC(COCCCCCN)F)CC1=CC=CC=C1